potassium methyl-silanetriolate C[Si]([O-])([O-])[O-].[K+].[K+].[K+]